2-(4-bromo-1H-pyrazol-1-yl)propionic acid methyl ester COC(C(C)N1N=CC(=C1)Br)=O